6-chloro-7-(4-chloro-2-butynyloxy)-5,8-quinolinedione ClC=1C(C=2C=CC=NC2C(C1OCC#CCCl)=O)=O